2,2-bis(3,4-epoxycyclohexyl)propane C1(CC2C(CC1)O2)C(C)(C)C2CC1C(CC2)O1